[5,5,5-2H3]-leucine N[C@@H](CC(C)C([2H])([2H])[2H])C(=O)O